C12(CC3CC(CC(C1)C3)C2)C(C)(C)OC(=O)C(C)(C)OC(=O)C2C3C1C4C=CC(C1C(C2)C3)C4 8-(2-(2-(1-adamantyl)-2-propoxycarbonyl)-2-propoxycarbonyl)-tetracyclo[4.4.0.12,5.17,10]-3-dodecene